C(C(CCCCCCCCCCCCCCC)O)O heptadecane-1,2-diol